(2-bromo-5-fluorophenyl)(methyl)((3-(5-(trifluoroethyl)-1,2,4-oxadiazol-3-yl)benzyl)imino)-λ6-sulfanone BrC1=C(C=C(C=C1)F)S(=O)(=NCC1=CC(=CC=C1)C1=NOC(=N1)CC(F)(F)F)C